CC1(CC(C2=CC=CC=C12)(C1=CC=CC=C1)C)C 1,1,3-trimethyl-3-phenyl-indan